OC(CS(=O)(=O)O)CN1CCOCC1 2-hydroxy-3-morpholinylpropanesulfonic acid